(1-methylpyridin-2(1H)-one-5-yl)boronic acid CN1C(C=CC(=C1)B(O)O)=O